butyl 3-chloro-2-(dimethylcarbamoyl)-7,8-dihydro-4H-pyrazolo[1,5-a][1,4]diazepine-5(6H)-carboxylate ClC=1C(=NN2C1CN(CCC2)C(=O)OCCCC)C(N(C)C)=O